6,7-dimethoxymethyl-9-oxo-9H-indeno[1,2-b]pyrazine-2,3-dicarbonitrile COCC=1C(=CC=2C(C=3C(=NC(=C(N3)C#N)C#N)C2C1)=O)COC